nonacosan-1-yl nonatriacontanoate C(CCCCCCCCCCCCCCCCCCCCCCCCCCCCCCCCCCCCCC)(=O)OCCCCCCCCCCCCCCCCCCCCCCCCCCCCC